C(C)(C)N1[C@@H](CCC1)C(=O)OC methyl (2S)-1-isopropylpyrrolidine-2-carboxylate